[Na+].O.O.C1(=CC=CC=C1)P(C1=CC(=CC=C1)S(=O)(=O)[O-])C1=CC=CC=C1 Diphenyl(m-sulfonatophenyl)phosphine dihydrate sodium salt